1-(2-bromo-4-fluorophenyl)-N-(5-chloro-6-(2H-1,2,3-triazol-2-yl)pyridin-3-yl)-5-(trifluoromethyl)-1H-pyrazole-4-carboxamide BrC1=C(C=CC(=C1)F)N1N=CC(=C1C(F)(F)F)C(=O)NC=1C=NC(=C(C1)Cl)N1N=CC=N1